C(C)(C)C1CCC2(CO2)CC1 6-isopropyl-1-oxaspiro[2.5]octane